BrC=1C=C(C(N(C1)C)=O)NC1=NN2C(CN(CC2)C(=O)OC(C)(C)C)=C1 tert-butyl 2-[(5-bromo-1-methyl-2-oxo-1,2-dihydropyridin-3-yl)amino]-4H,5H,6H,7H-pyrazolo[1,5-a]pyrazine-5-carboxylate